C(C)(C)(C)OC(=O)NC(C(=O)[O-])CI 2-((tert-butoxycarbonyl) amino)-3-iodopropanoate